FC(C=1C=CC2=CNCN=C2C1)(F)F 7-(trifluoromethyl)-2,3-dihydro-quinazolin